CP(=O)(C)C=1C=C(C=O)C=CC1 3-(dimethylphosphoryl)benzaldehyde